OC(C(=O)C1=CC=C(C=C1)C(=C)C)(C)C 2-hydroxy-2-methyl-1-[4-(1-methylvinyl)phenyl]-1-propanone